3,8-diazabicyclo[3.2.1]octane-1-carbaldehyde C12(CNCC(CC1)N2)C=O